(4-bromo-1H-pyrrol-2-yl)ethan-1-one BrC=1C=C(NC1)C(C)=O